NC1=C(C=C(C=2C(C3=CC=CC=C3C(C12)=O)=O)NC1=CC=C(C=C1)NC(C(=C)C)=O)S(=O)(=O)[O-].[Na+] sodium 1-amino-4-((4-methacrylamidophenyl)amino)-9,10-dioxo-9,10-dihydroanthracene-2-sulfonate